4,5,6,7-tetrahydro-1H-benzo[d][1,2,3]triazole-5-carboxylic acid N1N=NC2=C1CCC(C2)C(=O)O